[V].[Cu].[Ti].[Ag] silver-titanium-copper-vanadium